dimethyl(dimethylamino)silane C[SiH](N(C)C)C